ClC1=NC=CC(=N1)C=1C(=C(C=C(C1)F)NC(=O)N1CC(C1)OC(C)C)C N-(3-(2-chloropyrimidin-4-yl)-5-fluoro-2-methylphenyl)-3-isopropoxy-azetidine-1-carboxamide